N-(4-cyanophenyl)-7-(6-fluoroquinoline-4-yl)-2-azaspiro[3.5]nonane-2-carboxamide C(#N)C1=CC=C(C=C1)NC(=O)N1CC2(C1)CCC(CC2)C2=CC=NC1=CC=C(C=C21)F